N-(4-(4-amino-5-(4-cyclobutoxyphenyl)pyrazolo[5,1-f][1,2,4]triazin-6-yl)-3-methoxyphenyl)acrylamide NC1=NC=NN2C1=C(C(=N2)C2=C(C=C(C=C2)NC(C=C)=O)OC)C2=CC=C(C=C2)OC2CCC2